4-methyl-N-(4-((4-methylpiperazin-1-yl)methyl)-3-(trifluoromethyl)phenyl)-3-(2-(pyrazolo[1,5-a]pyrimidin-6-yl)ethynyl)benzamide 3,4-dihydropyrazino[1,2-b]indazole-2(1H)-carboxylate C1N(CCN2N=C3C=CC=CC3=C21)C(=O)O.CC2=C(C=C(C(=O)NC1=CC(=C(C=C1)CN1CCN(CC1)C)C(F)(F)F)C=C2)C#CC=2C=NC=1N(C2)N=CC1